C1(=CC=CC=C1)S(=O)(=O)[C@]12CCN([C@@H]2CCC2=C1C=CC(=C2)OCC2=C(C=CC=C2F)Cl)C(CNS(=O)(=O)C)=O N-{2-[(3aR,9bR)-9b-(benzenesulfonyl)-7-[(2-chloro-6-fluorophenyl)methoxy]-1H,2H,3H,3aH,4H,5H,9bH-benzo[e]indol-3-yl]-2-oxoethyl}methanesulfonamide